CC1=NC(=CC=C1C1=C(C(=C(C(=C1N1C2=C(C3=CC=CC=C13)C=CN=C2)C2=NC(=NC(=N2)C2=CC=CC=C2)C2=CC=CC=C2)N2C1=C(C3=CC=CC=C23)C=CN=C1)N1C2=C(C3=CC=CC=C13)C=CN=C2)N2C1=C(C3=CC=CC=C23)C=CN=C1)C 9,9',9'',9'''-(4-(2,6-dimethylpyridin-3-yl)-6-(4,6-diphenyl-1,3,5-triazin-2-yl)benzene-1,2,3,5-tetrayl)tetrakis(9H-pyrido[3,4-b]indole)